1-(2-(2,6-dioxopiperidin-3-yl)-1,3-dioxoisoindolin-5-yl)piperidine-4-carboxylic acid O=C1NC(CCC1N1C(C2=CC=C(C=C2C1=O)N1CCC(CC1)C(=O)O)=O)=O